2-fluoro-2-phenylethene-1-sulfonamide FC(=CS(=O)(=O)N)C1=CC=CC=C1